[Si](C)(C)(C(C)(C)C)OCCCOC1=C2C(=C(NC2=C(C(=C1)Cl)Cl)COC1OCCCC1)I 4-(3-((tert-butyldimethylsilyl)oxy)propoxy)-6,7-dichloro-3-iodo-2-(((tetrahydro-2H-pyran-2-yl)oxy)methyl)-1H-indole